ClC=1C(=NC(=C(N1)I)COCC(F)(F)F)N1CCC(CC1)C#N 1-(3-chloro-5-iodo-6-(2,2,2-trifluoroethoxymethyl)pyrazin-2-yl)piperidine-4-carbonitrile